(-)-(4aR,8aS)-6-(4-((4-Fluoro-2-(trifluoromethyl)phenoxy)methyl)piperidine-1-carbonyl)hexahydro-2H-pyrido[4,3-b][1,4]oxazin-3(4H)-one FC1=CC(=C(OCC2CCN(CC2)C(=O)N2C[C@@H]3[C@@H](OCC(N3)=O)CC2)C=C1)C(F)(F)F